tert-butyl N-[5-([1,2,4]triazolo[4,3-a]pyridin-3-yl)thiazol-2-yl]carbamate N=1N=C(N2C1C=CC=C2)C2=CN=C(S2)NC(OC(C)(C)C)=O